N1(CCN(CC1)C1=CC=C(C=O)C=C1)C1=CC=C(C=O)C=C1 4,4'-(piperazine-1,4-diyl)dibenzoaldehyde